C(CCC)O[Al](OCC)OCC mono(n-butoxy)diethoxyaluminum